N-(quinolin-8-yl)pyrimidine-2-sulfonamide N1=CC=CC2=CC=CC(=C12)NS(=O)(=O)C1=NC=CC=N1